CC1=CC=C(C=C1)S(=O)(=O)N1C=C(C2=CC=CC=C12)C=O 1-(4-methylbenzenesulfonyl)-1H-indole-3-carbaldehyde